FC(CNC1=NC(=NC=C1CNC1CCN(C2=C(C=CC=C12)OC)C(=O)OC(C)(C)C)SC)F tert-butyl 4-[[4-(2,2-difluoroethylamino)-2-methylsulfanyl-pyrimidin-5-yl]methylamino]-8-methoxy-3,4-dihydro-2H-quinoline-1-carboxylate